7-(3,4-Difluorobenzyl)-2-(5-methyl-2-((1-methyl-1H-pyrazol-5-yl)amino)pyrimidin-4-yl)-6,7-dihydroimidazo[1,2-a]pyrazin-8(5H)-one FC=1C=C(CN2C(C=3N(CC2)C=C(N3)C3=NC(=NC=C3C)NC3=CC=NN3C)=O)C=CC1F